C(C)N(CCCNC1=NC=C(C(=N1)NC1CCC(CC1)C)C#N)CC 2-(3-(diethylamino)propylamino)-4-(4-methylcyclohexylamino)pyrimidine-5-carbonitrile